3-isocyanatobutyl-triethoxysilane (Z)-18-(acryloyloxy)octadec-9-en-7-yl-(9Z,12Z,15Z)-octadeca-9,12,15-trienoate C(C=C)(=O)OCCCCCCCC\C=C/CC(CCCCCC)OC(CCCCCCC\C=C/C\C=C/C\C=C/CC)=O.N(=C=O)C(CC[Si](OCC)(OCC)OCC)C